N-(6-((2-fluorophenyl)amino)-1H-indazol-3-yl)-4-(1-(oxetan-3-yl)piperidin-4-yl)benzamide FC1=C(C=CC=C1)NC1=CC=C2C(=NNC2=C1)NC(C1=CC=C(C=C1)C1CCN(CC1)C1COC1)=O